thieno[3,2-b]pyridine-3-carboxylic acid methyl ester COC(=O)C1=CSC=2C1=NC=CC2